tert-butyl (E)-3-(6-bromonaphthalen-2-yl)but-2-enoate BrC=1C=C2C=CC(=CC2=CC1)/C(=C/C(=O)OC(C)(C)C)/C